Cl.BrC1=C(CNC(=N)N)C=CC=C1 1-(2-bromobenzyl)guanidine hydrochloride